N1=C(C=CC=C1)N1N=CC(=C1)CC(=O)OC methyl 2-[1-(pyridin-2-yl)-1H-pyrazol-4-yl]acetate